2-[5,7-difluoro-2-(4-fluorophenyl)-1H-indol-3-yl]ethyl (4-nitrophenyl) carbonate C(OCCC1=C(NC2=C(C=C(C=C12)F)F)C1=CC=C(C=C1)F)(OC1=CC=C(C=C1)[N+](=O)[O-])=O